C1(=CC=CC=C1)S(=O)(=O)OC1=C(C=CC=C1)NC(=O)NC1=CC(=CC=C1)OS(=O)(=O)C1=CC=CC=C1 N-[2-(benzenesulfonyloxy)phenyl]-N'-[3-(benzenesulfonyloxy)phenyl]urea